Barium-tungsten [W].[Ba]